IC=1N=C2N(C=CC(=C2)OC(C)C)C1 iodo-7-isopropoxylimidazo[1,2-a]pyridine